4-benzyl-3-(2-((s)-2,2-difluorocyclopropyl)acetyl)oxazolidin-2-one C(C1=CC=CC=C1)C1N(C(OC1)=O)C(C[C@@H]1C(C1)(F)F)=O